2-(2-methoxyphenyl)prop-2-enamide COC1=C(C=CC=C1)C(C(=O)N)=C